{[5-(3-cyano-phenyl)-3-hydroxy-pyridine-2-carbonyl]-amino}acetic acid methyl ester COC(CNC(=O)C1=NC=C(C=C1O)C1=CC(=CC=C1)C#N)=O